3-(6-chlorooxazolo[4,5-b]pyridin-2-yl)aniline ClC=1C=C2C(=NC1)N=C(O2)C=2C=C(N)C=CC2